4-(4-(4-(((1s,3s)-3-(hydroxymethyl)cyclobutyl)methoxy)phenyl)piperidin-1-yl)-2-(trifluoromethyl)benzonitrile OCC1CC(C1)COC1=CC=C(C=C1)C1CCN(CC1)C1=CC(=C(C#N)C=C1)C(F)(F)F